NC=1C=2N(C=CN1)C(=NC2)C2N(CCCC2)C(C=CCOC)=O 8-Amino-3-(1-(4-methoxybut-2-enoyl)piperidin-2-yl)imidazo[1,5-a]pyrazin